C1(CCC1)N1N=CC(=C1OC)C1=NN(C2=CN=C(C=C21)NC(=O)C2CC2)C N-(3-(1-cyclobutyl-5-methoxy-1H-pyrazol-4-yl)-1-methyl-1H-pyrazolo[3,4-c]pyridin-5-yl)cyclopropanecarboxamide